FC=1C(=NC=2N(C1)N=CC2C=2NC=CN2)N2C(=CCC2)C=2C(=NC=C(C2)F)O (R)-6-fluoro-5-(2-(5-fluoro-2-hydroxypyridin-3-yl)pyrrolin-1-yl)-3-(1H-imidazol-2-yl)pyrazolo[1,5-a]pyrimidine